2-methyl-7-azaspiro[3.5]nonan-2-ol CC1(CC2(C1)CCNCC2)O